NC1=C2N=CN(C2=NC(=N1)F)[C@H]1C(=C[C@H](O1)OCP([O-])([O-])=O)F.[Na+].[Na+] sodium ((((2R,5R)-5-(6-amino-2-fluoro-9H-purin-9-yl)-4-fluoro-2,5-dihydrofuran-2-yl)oxy)methyl)phosphonate